ClC1=C(C=C2C(=N1)COC2)C(=O)O 2-chloro-5,7-dihydrofuro[3,4-b]pyridine-3-carboxylic acid